5-(1-methanesulfonylcyclopropyl)-1,2,4-oxadiazole-3-carboxylic acid methyl ester COC(=O)C1=NOC(=N1)C1(CC1)S(=O)(=O)C